C(C)(C)(C)OC(=O)N1C2CN(CC1CC2)C=2C1=C(N=C(N2)Cl)CN(C1=O)C(=O)OC(C)(C)C Tert-Butyl 4-(8-tert-butoxycarbonyl-3,8-diazabicyclo[3.2.1]octan-3-yl)-2-chloro-5-oxo-7H-pyrrolo[3,4-d]pyrimidine-6-carboxylate